C[C@H]1N(CCN(C1=O)C)CCOC1=CC=C(C=C1)C1CCN(CC1)C1=NC=C(C=N1)C=1C2=C(C(N(C1)C)=O)NC=C2 (R)-4-{2-[4-(4-(2-(2,4-dimethyl-3-oxopiperazin-1-yl)ethoxy)phenyl)piperidin-1-yl]pyrimidin-5-yl}-6-methyl-1H-pyrrolo[2,3-c]pyridin-7(6H)-one